C1=C(C=CC2=CC=CC=C12)OC=1C=C(C[C@H](N)C(=O)O)C=CC1 3-(2-naphthoxy)-L-phenylalanine